sodium hexadecyl benzenesulphonate C1(=CC=CC=C1)S(=O)(=O)OCCCCCCCCCCCCCCCC.[Na]